CC(C)(C#CCCCC)O 2-methyl-3-octyn-2-ol